tert-Butyl 4-((4,4-difluoro-2-(5-(methoxycarbonyl)-6-(methylamino)pyridin-2-yl)piperidin-1-yl)methyl)-5-methoxy-7-methyl-1H-indole-1-carboxylate FC1(CC(N(CC1)CC1=C2C=CN(C2=C(C=C1OC)C)C(=O)OC(C)(C)C)C1=NC(=C(C=C1)C(=O)OC)NC)F